[N+](=O)([O-])[O-].[Ag+].C1(=CC=CC=C1)P(C1=CC=CC=C1)C1=CC=CC=C1.C1(=CC=CC=C1)P(C1=CC=CC=C1)C1=CC=CC=C1 bis(triphenylphosphine) silver (I) nitrate